[I-].C(C)(C)(C)OC(=O)NC=1C=CC2=C3C=CC(=CC3=C([NH+]=C2C1)C1=CC=CC=C1)NC(=O)OC(C)(C)C 3,8-bis((tert-butoxy-carbonyl)amino)-6-phenylphenanthridine-5-ium iodide